3-(3-furyl)-3a,4,5,6-tetrahydro-3a,7-dimethylphenylphthalide O1C=C(C=C1)C=1C=C(C=CC1)C1OC(=O)C2=C(CCCC12C)C